N-(6-chloro-4-(1-methoxyethyl)-1,5-naphthyridin-3-yl)-N'-(5-chloro-6-(2-oxopyrrolidin-1-yl)pyridin-3-yl)urea ClC=1N=C2C(=C(C=NC2=CC1)NC(=O)NC=1C=NC(=C(C1)Cl)N1C(CCC1)=O)C(C)OC